BrC1=CC=C(C=2N1N=CC2C(=O)O)F 7-bromo-4-fluoropyrazolo[1,5-a]pyridine-3-carboxylic acid